OC(CNC1=CC(=CC=C1)OC)C1=CNC(O1)=S 5-[1-hydroxy-2-(3-methoxyphenylamino)ethyl]-1,3-oxazol-2(3H)-thione